potassium tetranitroplatinum (II) acrylate C(C=C)(=O)[O-].[N+](=O)([O-])[Pt-2]([N+](=O)[O-])([N+](=O)[O-])[N+](=O)[O-].[K+]